3-(Bromomethyl)-2-chloro-4-iodopyridine BrCC=1C(=NC=CC1I)Cl